BrC=1C=C2C=C(N(C2=CC1)C1C(NC(CC1)=O)=O)C 3-(5-bromo-2-methyl-indol-1-yl)piperidine-2,6-dione